FC(CCCC(C)=O)(F)F 6,6,6-trifluoro-hexan-2-one